C1(=CC=CC=C1)C=1C=C2CC\C(\CC2=CC1)=C/C=1C=C2N=CC=NC2=CC1 (E)-6-phenyl-2-(quinoxalin-6-ylmethylene)-3,4-dihydronaphthalen